2-(3-chloropyridin-2-yl)-2-methylpropanenitrile ClC=1C(=NC=CC1)C(C#N)(C)C